[Si](C)(C)(C(C)(C)C)OCCN([S@@](=O)C(C)(C)C)[C@H]1CCC2=C(C=CC=C12)C1=NOC(=N1)C1=CC(=C(C=C1)OC(C)C)C#N (S)-N-{2-[(tert-butyldimethylsilyl)oxy]ethyl}-N-[(1S)-4-{5-[3-cyano-4-(propan-2-yloxy)phenyl]-1,2,4-oxadiazol-3-yl}-2,3-dihydro-1H-inden-1-yl]-2-methylpropane-2-sulfinamide